2-(5-Chloro-1,3-benzoxazol-2-yl)-2-azaspiro[3.4]octan-6-amine 2,2,2-trifluoroacetic acid salt FC(C(=O)O)(F)F.ClC=1C=CC2=C(N=C(O2)N2CC3(C2)CC(CC3)N)C1